3',6'-dihydroxy-3-oxo-3H-spiro[isobenzofuran-1,9'-xanthene]-5-formic acid 2,5-dioxopyrrolidin-1-yl ester O=C1N(C(CC1)=O)OC(=O)C=1C=C2C(OC3(C4=CC=C(C=C4OC=4C=C(C=CC34)O)O)C2=CC1)=O